FC1(CN(C1)C(=O)C1=CC=C(OC2=CC=C(C=C2)C(C(=O)O)(C)C)C=C1)F 2-(4-(4-(3,3-difluoroazetidine-1-carbonyl)phenoxy)phenyl)-2-methylpropanoic acid